5-(2-amino-3-(cyclohexylethynyl)pyridin-4-yl)-2-fluorobenzonitrile NC1=NC=CC(=C1C#CC1CCCCC1)C=1C=CC(=C(C#N)C1)F